C(C)(=O)N1CC=2N(CC1)C(=CN2)C2=CC=C(C(=N2)OC)NC(=O)C=2C(=NOC2C)C2=CC=CC=C2 (6-(7-acetyl-5,6,7,8-tetrahydroimidazo[1,2-a]pyrazin-3-yl)-2-methoxypyridin-3-yl)-5-methyl-3-phenylisoxazole-4-carboxamide